(S)-1-(5-(9-((4-(4-aminophenyl)-2-methylpiperazin-1-yl)methyl)-3-azaspiro[5.5]undecane-3-carbonyl)-2-chlorophenyl)dihydropyrimidine-2,4(1H,3H)-dione NC1=CC=C(C=C1)N1C[C@@H](N(CC1)CC1CCC2(CCN(CC2)C(=O)C=2C=CC(=C(C2)N2C(NC(CC2)=O)=O)Cl)CC1)C